5-(((4'-ethoxy-[1,1'-biphenyl]-4-yl)methyl)thio)-1H-1,2,3-triazole-4-carboxylic acid C(C)OC1=CC=C(C=C1)C1=CC=C(C=C1)CSC1=C(N=NN1)C(=O)O